Tetramethylguanidin CN(C(N(C)C)=N)C